ClC=1C=CC(=C(C(=O)NC2=NC=NC=C2)C1)O 5-chloro-2-hydroxy-N-(pyrimidin-4-yl)benzamide